8-(4-(bis(4-fluorophenyl)methyl)piperazin-1-yl)-7-nitro-6-oxo-5-(prop-2-yn-1-yl)-5,6-dihydro-1,5-naphthyridine-2-carbonitrile FC1=CC=C(C=C1)C(N1CCN(CC1)C1=C(C(N(C=2C=CC(=NC12)C#N)CC#C)=O)[N+](=O)[O-])C1=CC=C(C=C1)F